CC1=NC(=CC(=C1)C=1C=2N(C(=NC1C1=CC=CC=C1)SC)C=C(N2)C(=O)OCC)C ethyl 8-(2,6-dimethylpyridin-4-yl)-5-(methylsulfanyl)-7-phenylimidazo[1,2-c]pyrimidine-2-carboxylate